[Si]=O.[Al] aluminum silicon-oxide